CN(C1=CC=C(C=C1)C1=NC(=NC=2C3(CCC(C12)C3(C)C)C)N)C 4-(4-dimethylaminophenyl)-8,9,9-trimethyl-5,6,7,8-tetrahydro-5,8-methano-quinazolin-2-amine